CC=1C(=NC=NC1C)N1C2CN(C(C1)C2)C(=O)OC(C)(C)C Tert-Butyl 5-(5,6-dimethylpyrimidin-4-yl)-2,5-diazabicyclo[2.2.1]heptane-2-carboxylate